[Sn](=[Se])=S tin selenide sulfide